diethyl-monomethylamine C(C)N(C)CC